2-[(3R)-12-(2-hydroxyphenyl)-3-methyl-4,8,10,11-tetrazatricyclo[7.4.0.02,7]trideca-1(9),2(7),10,12-tetraen-4-yl]-5-(4-piperidyl)pyrimidin-4-ol OC1=C(C=CC=C1)C=1N=NC=2NC=3CCN([C@@H](C3C2C1)C)C1=NC=C(C(=N1)O)C1CCNCC1